ethyl 4-(4-(azepan-1-yl)piperidin-1-yl)-3-((4-methoxyphenyl)sulfonyl)quinoline-6-carboxylate N1(CCCCCC1)C1CCN(CC1)C1=C(C=NC2=CC=C(C=C12)C(=O)OCC)S(=O)(=O)C1=CC=C(C=C1)OC